3-(chlorosulfonyl)-4-cyclopropylbenzoic acid ClS(=O)(=O)C=1C=C(C(=O)O)C=CC1C1CC1